1-butyl-3-methylimidazole hydrogen hydroxide salt O.C(CCC)N1CN(C=C1)C